BrC1=CC(=C(C=C1C)N1C(C=CC2=CC(=CC=C12)S(=O)(=O)OC1=C(C(=C(C(=C1F)F)F)F)F)=O)OC perfluorophenyl 1-(4-bromo-2-methoxy-5-methylphenyl)-2-oxo-1,2-dihydroquinoline-6-sulfonate